azirino(2',3':3,4)pyrrolo(1,2-a)indole-4,7-dione N1=C2C1=CN1C2=CC=2C(C=CC(C12)=O)=O